BrC=1SCC(N1)(C(CCO[Si](C)(C)C(C)(C)C)OC1OCCCC1)Br 2,4-dibromo-4-[3-[(tert-butyldimethylsilyl)oxy]-1-(oxacyclohex-2-yloxy)propyl]-1,3-thiazole